ClC=1C=C(C=C(C1)F)[C@H]1[C@@H](CN(CC1)C(=O)C=1C=2N(C=CC1)C=NC2)NC([C@@H](C)N2CCCC2)=O (R)-N-((3S,4S)-4-(3-chloro-5-fluorophenyl)-1-(imidazo[1,5-a]pyridine-8-carbonyl)piperidin-3-yl)-2-(pyrrolidin-1-yl)propanamide